ethyl {2-cyano-6-[(propan-2-yl)sulfanyl]phenyl}carbamate C(#N)C1=C(C(=CC=C1)SC(C)C)NC(OCC)=O